Dibenzylidenecyclopentadienyl-(2,7-di-tert-butyl-fluorenyl)zirconium dichloride [Cl-].[Cl-].C(C1=CC=CC=C1)=[Zr](C1=C(C=CC=2C3=CC=C(C=C3CC12)C(C)(C)C)C(C)(C)C)(C1C=CC=C1)=CC1=CC=CC=C1